n-butylaminosilane C(CCC)N[SiH3]